O=C1CC2(C1)CN(C2)C2=C(CNCCC1(CCOC3(CC=CC3)C1)C1=NC=CC=C1)C=CC=C2 N-(2-(2-oxo-6-azaspiro[3.3]heptan-6-yl)benzyl)-2-(9-(pyridin-2-yl)-6-oxaspiro[4.5]decan-2-en-9-yl)ethanamine